3-[(4S)-4-[2-[5-[(6,7-difluoro-4-methylsulfinyl-1H-indol-5-yl)oxy]-2-fluoro-phenyl]-1H-imidazol-4-yl]-3,3-difluoro-4-methyl-chroman-8-yl]propanoic acid FC1=C(C(=C2C=CNC2=C1F)S(=O)C)OC=1C=CC(=C(C1)C=1NC=C(N1)[C@]1(C(COC2=C(C=CC=C12)CCC(=O)O)(F)F)C)F